FC(CC)(F)C=1C=C(C=CC1)NC(=O)C=1[N+](=C(NC1C)C1=C(C(=C(C=C1)OC)C1=NC=NC=C1)C)[O-] 4-((3-(1,1-difluoropropyl)phenyl)carbamoyl)-2-(4-methoxy-2-methyl-3-(pyrimidin-4-yl)phenyl)-5-methyl-1H-imidazole 3-oxide